(S)-3-(2-methoxypyrimidin-5-yl)-3-(4-(3-(5,6,7,8-tetrahydro-1,8-naphthyridin-2-yl)propyl)thiazol-2-yl)propionic acid COC1=NC=C(C=N1)[C@H](CC(=O)O)C=1SC=C(N1)CCCC1=NC=2NCCCC2C=C1